Octane-3-yl-thiazole-4-carboxamide CCC(CCCCC)C=1SC=C(N1)C(=O)N